2-(4-cyano-3-fluorophenyl)-6-(1,4-diazacyclohept-1-yl)-3-(3-fluoro-4-methoxyphenyl)isonicotinonitrile C(#N)C1=C(C=C(C=C1)C=1C(=C(C#N)C=C(N1)N1CCNCCC1)C1=CC(=C(C=C1)OC)F)F